FC(C1CC(C1)NC(=O)NCC1=CC(=NC=C1)OCC(F)(F)F)F 1-(3-(difluoromethyl)cyclobutyl)-3-((2-(2,2,2-trifluoroethoxy)pyridin-4-yl)methyl)urea